benzyl (2S,5R)-5-(cyclobutylmethylamino)-2-methyl-piperidine-1-carboxylate C1(CCC1)CN[C@@H]1CC[C@@H](N(C1)C(=O)OCC1=CC=CC=C1)C